4-methyl-5-nitrobenzene-1,2-diamine CC=1C=C(C(=CC1[N+](=O)[O-])N)N